dibenzyl (1H-indol-4-yl) phosphate P(=O)(OCC1=CC=CC=C1)(OCC1=CC=CC=C1)OC1=C2C=CNC2=CC=C1